ClP(C1=CC=CC=C1)C1=C(C=CC=C1)F chloro(2-fluorophenyl)(phenyl)phosphine